(R)-5-{4-[4-(5,7-dimethylindazol-1-yl)piperidine-1-carbonyl]phenyl}-5-methylimidazolidine-2,4-dione CC=1C=C2C=NN(C2=C(C1)C)C1CCN(CC1)C(=O)C1=CC=C(C=C1)[C@@]1(C(NC(N1)=O)=O)C